(5-chloro-1-(2,6-dimethoxyphenyl)-2-(6-ethoxypyridin-2-yl)-1H-imidazo[4,5-b]pyrazin-6-yl)-1-(5-fluoropyrimidin-2-yl)methanesulfonamide ClC=1N=C2C(=NC1C(S(=O)(=O)N)C1=NC=C(C=N1)F)N(C(=N2)C2=NC(=CC=C2)OCC)C2=C(C=CC=C2OC)OC